(3-((7-(8-methyl-2,3-dihydro-1H-pyrido[2,3-b][1,4]oxazin-7-yl)-5,6,7,8-tetrahydropyrido[3,4-d]pyrimidin-2-yl)amino)phenyl)propan-2-ol CC1=C(C=NC=2OCCNC21)N2CC=1N=C(N=CC1CC2)NC=2C=C(C=CC2)CC(C)O